(±)-cis-N-[8-chloro-6-(2,6-dichlorophenyl)-7-fluoroisoquinolin-3-yl]-2-fluorocyclopropane-1-carboxamide ClC=1C(=C(C=C2C=C(N=CC12)NC(=O)[C@H]1[C@H](C1)F)C1=C(C=CC=C1Cl)Cl)F |r|